2,2-difluoro-3-hydroxy-3-(2,4,6-trifluorophenyl)propanamide FC(C(=O)N)(C(C1=C(C=C(C=C1F)F)F)O)F